N-(7-(2-chloro-5-fluorophenyl)-7-hydroxy-3,3-dioxido-9-oxo-4,7,8,9-tetrahydro-2H-[1,3,4]oxathiazino[6,5-e]isoindol-6-yl)-3-fluoro-5-(trifluoromethyl)benzamide ClC1=C(C=C(C=C1)F)C1(NC(C2=C3C(=CC(=C12)NC(C1=CC(=CC(=C1)C(F)(F)F)F)=O)NS(CO3)(=O)=O)=O)O